ClC1=NC(=NC(=C1)C1=C(C(=C(C(=C1[2H])[2H])[2H])[2H])[2H])C1=C(C(=C(C(=C1[2H])[2H])[2H])[2H])[2H] 4-Chloro-2,6-bis(phenyl-2,3,4,5,6-d5)pyrimidine